6-[[2-fluoro-4-(trifluoromethyl)phenyl]methyl]-2-azaspiro[3.3]heptane FC1=C(C=CC(=C1)C(F)(F)F)CC1CC2(CNC2)C1